5-keto-4-deoxy-D-Glucarate C([C@@H]([C@H](C(=O)[O-])O)O)C(=O)C(=O)[O-]